N1=C(NC2=NC=CC=C21)N[C@@H]2C[C@H](CC2)NC2=CC=C(C=N2)N2C(N(C=1C2=NC=CC1)C)=O 3-(6-(((1S,3S)-3-((3H-Imidazo[4,5-b]pyridin-2-yl)amino)cyclopentyl)amino)pyridin-3-yl)-1-methyl-1,3-dihydro-2H-imidazo[4,5-b]pyridin-2-one